C(N)(=O)C1=NN(C2=CC(=CC=C12)C#N)CC(=O)O 2-(3-carbamoyl-6-cyano-1H-indazol-1-yl)acetic acid